tert-butyl 3-(methylamino)-4-nitro-benzoate CNC=1C=C(C(=O)OC(C)(C)C)C=CC1[N+](=O)[O-]